tert-butyl 4-(3-(3-amino-6-(2-hydroxyphenyl)pyridazin-4-yl)-4-fluorophenyl)-5,6-dihydropyridine-1(2H)-carboxylate NC=1N=NC(=CC1C=1C=C(C=CC1F)C1=CCN(CC1)C(=O)OC(C)(C)C)C1=C(C=CC=C1)O